ClC=1C=C(C=C(C1OC1=CC2=C(NC(N2C)=O)C=C1)Cl)N1C(=NOC1=O)C(=O)N (3,5-dichloro-4-((3-methyl-2-oxo-2,3-dihydro-1H-benzo[d]imidazol-5-yl)oxy)phenyl)-5-oxo-4,5-dihydro-1,2,4-oxadiazole-3-carboxamide